O=C1NC(CCC1N1C(N(C2=C1C=CC(=C2)CCN2[C@@H](CN(CC2)C(=O)OC(C)(C)C)C)C)=O)=O tert-butyl (3R)-4-[2-[1-(2,6-dioxo-3-piperidyl)-3-methyl-2-oxo-benzimidazol-5-yl] ethyl]-3-methyl-piperazine-1-carboxylate